[N-](S(=O)(=O)C(F)(F)F)S(=O)(=O)C(F)(F)F.C[N+]1(CCCCC1)CCC N-methyl-propyl-piperidinium bis(trifluoromethylsulfonyl)imide